ClC=1C=C(C=C(C1F)C)NC(N(C=1C=NC(=NC1)OC)CC1=NNC(=C1)C(F)F)=O (3-Chloro-4-fluoro-5-methylphenyl)-1-((5-(difluoromethyl)-1H-pyrazol-3-yl)methyl)-1-(2-methoxypyrimidin-5-yl)urea